aminozinc thioformate C(=S)[O-].N[Zn+]